3,3'-diamino-2,2'-dihydroxybiphenyl NC=1C(=C(C=CC1)C1=C(C(=CC=C1)N)O)O